2-((4-(6-amino-2-azaspiro[3.3]heptan-2-yl)pyrimidin-5-yl)oxy)-5-fluoro-N-isopropyl-N-methylbenzamide NC1CC2(CN(C2)C2=NC=NC=C2OC2=C(C(=O)N(C)C(C)C)C=C(C=C2)F)C1